C(C)O\C(=C/OC1=CC=C(C=C1)CN1N=CC(=C1)CC(=O)N(C)OC)\C(F)(F)F 1-[[4-[[(1Z)-2-ethoxy-3,3,3-trifluoro-1-propen-1-yl]oxy]phenyl]methyl]-N-methoxy-N-methyl-1H-pyrazole-4-acetamide